O1C=NC(=C1)C1=C2CCO[C@H](C2=CC=C1)CNC(OC(C)(C)C)=O (R)-tert-Butyl (5-(oxazol-4-yl)isochroman-1-yl)methylcarbamate